4-oxo-3-vinyl-4,5,6,7-tetrahydropyrazolo[1,5-a]pyrazine-2-carboxylic acid ethyl ester C(C)OC(=O)C1=NN2C(C(NCC2)=O)=C1C=C